C(C1=C(N)C=CC=C1)C1=C(N)C=CC=C1 2,2'-methylenedi-aniline